COC(=O)[C@@H]1C[C@H](CCC1)OC=1C(=NC(=CC1)C=1N=NN(C1COC(=O)N(CCC)C)C)C1CCC1 (1S,3S)-3-((2-cyclobutyl-6-(1-methyl-5-(((methyl(propyl)aminocarbonyl)oxy)methyl)-1H-1,2,3-Triazol-4-yl)pyridin-3-yl)oxy)cyclohexane-1-carboxylic acid methyl ester